C[C@@H]1NCCC1 (S)-2-methyl-pyrrolidine